O=C1N(C2=CC=CC=C2C(N1CC(C)C1=CC=CC=C1)=O)CC1=CC=C(C(=O)NO)C=C1 4-((2,4-dioxo-3-(2-phenylpropyl)-3,4-dihydroquinazolin-1(2H)-yl)methyl)-N-hydroxybenzoamide